4-amino-N-(5-chloro-isoxazole-3-yl)benzenesulfonamide NC1=CC=C(C=C1)S(=O)(=O)NC1=NOC(=C1)Cl